CS(=O)(=O)OC[C@@H](C=C)O[C@H]1CO[C@H](C[C@@H]1NC(=O)OC(C)(C)C)C(=O)N1[C@H](C2=CC=CC=C2CC1)C1=CC=C(C=C1)F (R)-2-(((3R,4S,6R)-4-((tert-butoxycarbonyl)amino)-6-((S)-1-(4-fluorophenyl)-1,2,3,4-tetrahydroisoquinoline-2-carbonyl)tetrahydro-2H-pyran-3-yl)oxy)but-3-en-1-yl methanesulfonate